C1(CCCCC1)[C@H]1[C@@H](C=2C=CC(=CC2CC1)O)C1=CC(=C(C=C1)N1CCC(CC1)C(OC)OC)F (5R,6S)-6-cyclohexyl-5-(4-(4-(dimethoxymethyl)piperidin-1-yl)-3-fluorophenyl)-5,6,7,8-tetrahydronaphthalen-2-ol